4-(4-hydroxyphenyl)cyclohexyl 1,4-phenylene-bis(4-hydroxybenzoate) C1(=CC=C(C=C1)C1=C(C(=O)[O-])C=CC(=C1)O)C1=C(C(=O)OC2CCC(CC2)C2=CC=C(C=C2)O)C=CC(=C1)O